(R)-2-[4-(6-chloro-2-benzoxazoloxy)phenoxy]propionic acid ClC1=CC2=C(N=C(O2)OC2=CC=C(O[C@@H](C(=O)O)C)C=C2)C=C1